N-(2-(dimethylamino)ethyl)-4-(methylsulfonyl)morpholine-2-carboxamide CN(CCNC(=O)C1CN(CCO1)S(=O)(=O)C)C